2-(((4-(Hydroxymethyl)-7-(4-isopropylphenyl)-2,3-dihydrobenzofuran-5-yl)amino)methyl)acrylamide OCC1=C(C=C(C2=C1CCO2)C2=CC=C(C=C2)C(C)C)NCC(C(=O)N)=C